tert-butyl N-(2-{2-[2-(2-bromoacetamido)ethoxy]ethoxy}ethyl)carbamate BrCC(=O)NCCOCCOCCNC(OC(C)(C)C)=O